C(\C=C\C(=O)[O-])(=O)[O-].C(C)[N+](C1=CC=CC=C1)(CC)CC.C(C)[N+](CC)(CC)C1=CC=CC=C1 triethylphenyl-ammonium fumarate